spiro[cyclohexane-1,1'-inden]-3-one C12(C=CC3=CC=CC=C13)CC(CCC2)=O